C(C)(C)(C)OC(=O)NCCS(=O)(=O)C(CCC(=O)OCC)C(=O)N1[C@@H]2CN([C@H](C1)C2)C2=CC=C(C=C2)OCC Ethyl 4-((2-((tert-butoxycarbonyl) amino) ethyl) sulfonyl)-5-((1s,4s)-5-(4-ethoxyphenyl)-2,5-diazabicyclo[2.2.1]heptan-2-yl)-5-oxopentanoate